OC(C)(C1=CC=C(C=C1)OC(F)(F)F)NC(CN1N=NC2=C(C1=O)C=CC=C2)=O N-(1-hydroxy-1-(4-(trifluoromethoxy)phenyl)ethyl)-2-(4-oxobenzo[d][1,2,3]triazin-3(4H)-yl)acetamide